6-(1-(1-(cyclopropylmethyl)azepan-4-yl)piperidin-4-yl)-8-fluoro-2-(4-(methylsulfonyl)phenyl)imidazo[1,2-a]pyridine C1(CC1)CN1CCC(CCC1)N1CCC(CC1)C=1C=C(C=2N(C1)C=C(N2)C2=CC=C(C=C2)S(=O)(=O)C)F